C(C1=CC=CC=C1)C1CCN(CC1)C(CN1C(NC(C1=O)(C1=CC2=CC=CC=C2C=C1)C)=O)=O 3-[2-(4-benzylpiperidin-1-yl)-2-oxoethyl]-5-methyl-5-(naphthalen-2-yl)imidazolidine-2,4-dione